α-L-threofuranose O[C@H]1[C@H](O)[C@@H](O)CO1